((2S,3R,4R)-2-ethyl-3-methyl-4-((6-methylpyridin-2-yl)amino)-3,4-dihydroquinolin-1(2H)-yl)ethanone C(C)[C@@H]1N(C2=CC=CC=C2[C@@H]([C@H]1C)NC1=NC(=CC=C1)C)C(C)=O